(S)-N-((R)-(6-(allyloxy)-2,3,4-trichlorophenyl)(1-((R)-2,2-dimethyl-1,3-dioxolane-4-carbonyl)piperidin-4-yl)methyl)-2-methylpropane-2-sulfinamide C(C=C)OC1=CC(=C(C(=C1[C@H](N[S@@](=O)C(C)(C)C)C1CCN(CC1)C(=O)[C@@H]1OC(OC1)(C)C)Cl)Cl)Cl